N-{(1R)-1-[3-(difluoromethyl)-2-fluorophenyl]ethyl}-6-(dimethylphosphoryl)-2,7-dimethylpyrido[2,3-d]pyrimidin-4-amine FC(C=1C(=C(C=CC1)[C@@H](C)NC=1C2=C(N=C(N1)C)N=C(C(=C2)P(=O)(C)C)C)F)F